N-[(4S,5S)-7-ethyl-4-(4-fluorophenyl)-6-oxo-1-phenyl-3-[(prop-2-enamido)methyl]-1H,4H,5H,6H,7H-pyrazolo[3,4-b]pyridin-5-yl]-3-methylbenzamide C(C)N1C2=C([C@@H]([C@@H](C1=O)NC(C1=CC(=CC=C1)C)=O)C1=CC=C(C=C1)F)C(=NN2C2=CC=CC=C2)CNC(C=C)=O